FC12CC3(N(C=4N(C(N=C(C4)OCC4=CC(=C(C=C4)OC4=CC(=NC=C4)C(F)(F)F)F)=O)C3)C1)C2 7-fluoro-3-((3-fluoro-4-((2-(trifluoromethyl)pyridin-4-yl)oxy)benzyl)oxy)-7,8-dihydro-1H,6H,9H-7,8a-methanopyrrolo[1',2':3,4]imidazo[1,2-c]pyrimidin-1-one